Titanium tricarbodiimide N=C=N.N=C=N.N=C=N.[Ti]